Cl.Cl.C1(=CC=CC=C1)C1=CC2=C(NC(=N2)CCN)C=C1 2-(5-phenyl-1H-benzo[d]imidazol-2-yl)ethan-1-amine dihydrochloride